ClC=1C=C(C=C2C(=CN=CC12)C(=O)O)NC(C1=C(C=CC(=C1)[N+](=O)[O-])O)=O 8-chloro-6-(2-hydroxy-5-nitrobenzoylamino)isoquinoline-4-carboxylic acid